CC1(OCCO1)CCC1C=C(C1)C(=O)OC Methyl 3-(2-(2-methyl-1,3-dioxolan-2-yl)ethyl)cyclobut-1-enecarboxylate